COC=1C(=C(C=CC1)C1CC=2C=NN(C(C2CC1)=O)C1=NC=CC(=N1)N1CCOCC1)C 6-(3-methoxy-2-methylphenyl)-2-(4-morpholinopyrimidin-2-yl)-5,6,7,8-tetrahydrophthalazin-1(2H)-one